tert-butyl(2-(2-(2-(methylamino)ethoxy)ethoxy)ethyl)carbamate C(C)(C)(C)OC(NCCOCCOCCNC)=O